2-(1-(difluoromethyl)cyclopropyl)acetonitrile FC(C1(CC1)CC#N)F